3-(4,4-difluoro-3-vinylpiperidin-1-yl)-6-methylpyrimidin-4-amine FC1(C(CN(CC1)N1CN=C(C=C1N)C)C=C)F